The molecule is a dihydroxybenzoic acid that is olivetolic acid in which the hydrogen at position 3 is substituted by a neryl group. A biosynthetic precursor to Delta(9)-tetrahydrocannabinol, the principal psychoactive constituent of the cannabis plant. It is a dihydroxybenzoic acid, a member of resorcinols, a polyketide, a diterpenoid and a phytocannabinoid. It derives from an olivetolic acid. It is a conjugate acid of a cannabinerolate. CCCCCC1=CC(=C(C(=C1C(=O)O)O)C/C=C(/C)\\CCC=C(C)C)O